4-(3-isopropyl-5-(4-(1-isopropylpiperidin-4-yl)piperazin-1-yl)-1H-indol-2-yl)-1H-pyrazolo[3,4-b]pyridine C(C)(C)C1=C(NC2=CC=C(C=C12)N1CCN(CC1)C1CCN(CC1)C(C)C)C1=C2C(=NC=C1)NN=C2